N-(4-((3S,5R)-3-amino-5-methylpiperidin-1-yl)pyridin-3-yl)-2,2',6,6'-tetrafluoro-4'-isopropoxy-[1,1'-biphenyl]-3-carboxamide dihydrochloride Cl.Cl.N[C@@H]1CN(C[C@@H](C1)C)C1=C(C=NC=C1)NC(=O)C=1C(=C(C(=CC1)F)C1=C(C=C(C=C1F)OC(C)C)F)F